palladium phosphonic acid P(O)(O)=O.[Pd]